C(C)CC(CC(=O)[O-])=O.C(C)CC(CC(=O)[O-])=O.C(C)(C)O[Zr+2]OC(C)C di-isopropoxyzirconium bis(ethylacetoacetate)